5-(1-hydroxyethyl)-3-methylbenzo[d]oxazol-2(3H)-one OC(C)C=1C=CC2=C(N(C(O2)=O)C)C1